(s)-5-((((1-((6-Morpholinopyridin-3-yl)sulfonyl)piperidin-3-yl)methyl)amino)methyl)pyridin-2-ol O1CCN(CC1)C1=CC=C(C=N1)S(=O)(=O)N1C[C@@H](CCC1)CNCC=1C=CC(=NC1)O